C(#CC)C1=C(OC=2C1=NC(=CC2NCC=2SC=CC2)C#CC)C[C@H](C)NC(OC(C)(C)C)=O tert-butyl (S)-(1-(3,5-di(prop-1-yn-1-yl)-7-((thiophen-2-ylmethyl)amino)furo[3,2-b]pyridin-2-yl)propan-2-yl)carbamate